CO[Si](CCCNC)(OC)OC trimethoxy(3-(methylamino)propyl)silane